C(C)(C)(C)OC(N(C)CCN1C(OC2=C1C=C(C=C2)NC2=CC=C(C=C2)N2CC(OC(C2)C)C)=O)=O.OC2=CC=C(C=C2)C(CCCCCCC)C2=CC=C(C=C2)O 1,1-bis(4-hydroxyphenyl)n-octane tert-butyl-(2-(5-((4-(2,6-dimethylmorpholino)phenyl)amino)-2-oxobenzo[d]oxazol-3(2H)-yl)ethyl)(methyl)carbamate